CO[Si](O[SiH2]O[Si](O[Si](O[Si](O[SiH](C)C)(C)C)(C)C)(C)C)(OC)OC 1-trimethoxysiloxy-3,3,5,5,7,7,9,9-octamethylpentasiloxane